C(C1=CC=CC=C1)OC(=O)N1[C@H](CN(CC1)C1=C(C(=NC(=N1)OC[C@H]1N(C[C@@H](C1)F)C)C(=O)OCC)[N+](=O)[O-])CC#N ethyl 6-((S)-4-((benzyloxy) carbonyl)-3-(cyanomethyl) piperazin-1-yl)-2-(((2s,4r)-4-fluoro-1-methylpyrrolidin-2-yl) methoxy)-5-nitropyrimidine-4-carboxylate